6-methyl-1,2,4-triazin-3-amine CC1=CN=C(N=N1)N